C(C=C)(=O)OCCCCCCCCCCC n-Undecyl acrylate